CC1=NC=CC(=N1)N1CCC(CC1)CN1N=CC=CC1=O 2-[[1-(2-methylpyrimidin-4-yl)piperidin-4-yl]methyl]pyridazin-3-one